N1(N=CC=C1)C1=CC=C(CN2C3=NC(=NC=C3NC2=O)C=2C(=NC=CC2)C(C)C)C=C1 9-(4-(1H-pyrazol-1-yl)benzyl)-2-(2-isopropylpyridin-3-yl)-7,9-dihydro-8H-purin-8-one